FC(OC1=NC=CC(=N1)C(=O)O)(F)F 2-(trifluoromethoxy)pyrimidine-4-carboxylic acid